C(C)(C)(CC)O.[Na] sodium tertiary amyl alcohol